C1(=CC=CC=C1)C(=[Zr](C1C2=CC=CC=C2C=2C=CC=CC12)C1C=CC=C1)C1=CC=CC=C1 diphenyl-methylene(cyclopentadienyl)(9-fluorenyl)zirconium